NC1=CC=C2C(=N1)CCC2NC([C@H](C)NC(=O)[C@@H]2NCC[C@H](C2)C2=CC=C(C=C2)Cl)=O (2R,4R)-N-((2S)-1-((2-amino-6,7-dihydro-5H-cyclopenta[b]pyridin-5-yl)amino)-1-oxopropan-2-yl)-4-(4-chlorophenyl)piperidine-2-carboxamide